BrC1=CC=C(C=C1)C=1C(=NOC1C1=C(C=C(C=C1)O)O)C(F)(F)F 4-(4-(4-bromophenyl)-3-(trifluoromethyl)isoxazol-5-yl)benzene-1,3-diol